NC1=CC(=NC=N1)NC(=O)C1CC2(CN(C2)C(=O)OC(C)(C)C)C1 tert-butyl 6-((6-aminopyrimidin-4-yl) carbamoyl)-2-azaspiro[3.3]heptane-2-carboxylate